FC(C1=NN=C(O1)C1=CC=C2CN(C(C2=C1)=O)N(C)CC1=CC=C(C=C1)C(F)F)F 6-[5-(difluoromethyl)-1,3,4-oxadiazol-2-yl]-2-[{[4-(difluoromethyl)phenyl]methyl}(methyl)amino]-2,3-dihydro-1H-isoindol-1-one